Cl.C1(C)=NC=CC=2C3=CC=C(OC)C=C3NC12 harmine-HCl